C(C)(=O)OC[C@H]1[C@@H](CC1)CN1C[C@@]2(CCCC3=CC(=CC=C23)Cl)COC2=C1C=C(C=C2)S(N(CC2=CC=C(C=C2)OC)CC2=CC=C(C=C2)OC)(=O)=O [(1R,2R)-2-[[(3S)-7-[bis[(4-methoxyphenyl)methyl]sulfamoyl]-6'-chloro-spiro[2,4-dihydro-1,5-benzoxazepine-3,1'-tetralin]-5-yl]methyl]cyclobutyl]methyl acetate